C(C1=CC=CC=C1)(=O)NNCCS(=O)(=O)N(CCC)C#C 2-(2-benzoylhydrazyl)-N-ethynyl-N-propyl-ethyl-sulfonamide